5-(quinolin-6-yl)-N-((tetrahydrofuran-2-yl)methyl)pyrrolo[2,1-f][1,2,4]triazin-2-amine N1=CC=CC2=CC(=CC=C12)C=1C=CN2N=C(N=CC21)NCC2OCCC2